CS(=O)(=O)OCC(C)OC1=CC=C(C=C1)Cl [2-(4-chloro-phenoxy)-propyl] methanesulfonate